FC(CN1CC(CCC1)C1=NC=CC=C1)(F)F 2-(1-(2,2,2-trifluoroethyl)piperidin-3-yl)pyridin